C(C)OC(=O)C1=NOC(=C1)C=1C=C2C(=CN(C2=CC1)C1CCCC1)C#N 5-(N-cyclopentyl-3-cyanoindol-5-yl)isoxazole-3-carboxylic acid ethyl ester